C1NCCC=2C(=CC=CC12)C(=O)N 1,2,3,4-tetrahydroisoquinoline-5-carboxamide